1,1-bis(4-hydroxy-t-butylphenyl)propane 1-Methyl-4-(prop-1-en-2-yl)cyclohexyl-(E)-3-(4-methoxyphenyl)acrylat CC1(CCC(CC1)C(=C)C)OC(\C=C\C1=CC=C(C=C1)OC)=O.OC1=CC(=C(C=C1)C(CC)C1=C(C=C(C=C1)O)C(C)(C)C)C(C)(C)C